tert-Butyl (E)-4-(4-(dimethylamino)but-2-enamido)isoindoline-2-carboxylate CN(C/C=C/C(=O)NC1=C2CN(CC2=CC=C1)C(=O)OC(C)(C)C)C